cis-flavone O1C(=CC(=O)C2=CC=CC=C12)C1=CC=CC=C1